FC=1C=C(C=C(C1)F)C1=CC=CC(=N1)C[C@@H]1N(CC([C@@H]1NS(=O)(=O)CC)(F)F)C(=O)C1(CCC1)O |r| rac-N-[(2S,3R)-2-{[6-(3,5-difluorophenyl)pyridin-2-yl]methyl}-4,4-difluoro-1-(1-hydroxycyclobutane-1-carbonyl)pyrrolidin-3-yl]ethanesulfonamide